(S)-4'-((tert-Butoxycarbonyl)amino)-3'-methyl-4'H,6'H-spiro[piperidine-4,5'-pyrrolo[1,2-b]pyrazole]-1-carboxylic acid tert-butyl ester C(C)(C)(C)OC(=O)N1CCC2([C@@H](C=3N(N=CC3C)C2)NC(=O)OC(C)(C)C)CC1